C(C1=CC=CC=C1)N1CCN(C2=CC=C(C=C12)OC)C(=O)NC1=C(C=CC=C1)C 4-benzyl-6-methoxy-N-(o-methylphenyl)-3,4-dihydroquinoxaline-1(2H)-carboxamide